4-{[3-methoxy-4-(2-methyl-2H-1,2,3-triazol-4-yl)pyridin-2-yl]amino}-N-(2H3)methyl-6-[2-oxo-3-(propan-2-yl)imidazolidin-1-yl]pyridine-3-carboxamide COC=1C(=NC=CC1C1=NN(N=C1)C)NC1=C(C=NC(=C1)N1C(N(CC1)C(C)C)=O)C(=O)NC([2H])([2H])[2H]